N1(CCC1)C1=CC(=C(C=N1)[C@@H](C)N1N=CC(=C1)NC(=O)C1=NC(=CN=C1)C1=C(C(=CC=C1C(F)F)Cl)F)C (R)-N-(1-(1-(6-(Azetidin-1-yl)-4-methylpyridin-3-yl)ethyl)-1H-pyrazol-4-yl)-6-(3-chloro-6-(difluoromethyl)-2-fluorophenyl)pyrazine-2-carboxamide